[N+](=O)([O-])C=1C=NN(C1)C(C)C=1C=CC(=NC1)CC(C)O (5-(1-(4-nitro-1H-pyrazol-1-yl)ethyl)pyridin-2-yl)propan-2-ol